N1,N1,3-trimethyl-N3-(2-(3-(trifluoromethyl)-1H-pyrazol-4-yl)pyrido[3,4-d]pyrimidin-4-yl)butane-1,3-diamine CN(CCC(C)(NC=1C2=C(N=C(N1)C=1C(=NNC1)C(F)(F)F)C=NC=C2)C)C